C1(CC1)C=1C(=NON1)C(=O)N[C@H](C=1OC2=C(N1)C=C(C=C2)[C@H](N2C(N[C@@H](C2)C(F)(F)F)=O)C2COC2)C2CCC(CC2)(F)F 4-Cyclopropyl-N-((S)-(4,4-difluorocyclohexyl)(5-((R)-oxetan-3-yl((S)-2-oxo-4-(trifluoromethyl)imidazolidin-1-yl)methyl)benzo[d]oxazol-2-yl)methyl)-1,2,5-oxadiazole-3-carboxamide